3,5-di-tert-butyl-4-hydroxyphenyl-3,5-distearylthiotriazine C(C)(C)(C)C=1C=C(C=C(C1O)C(C)(C)C)C=1N(NN=CC1SCCCCCCCCCCCCCCCCCC)SCCCCCCCCCCCCCCCCCC